6-(5-{[(1R,3s,5S)-8-Azabicyclo[3.2.1]octan-3-yl](methyl)amino}[1,3]thiazolo[5,4-d][1,3]thiazol-2-yl)-5-hydroxy-1'-methyl[3,4'-bipyridin]-2'(1'H)-on Hydrochlorid Cl.[C@H]12CC(C[C@H](CC1)N2)N(C=2SC1=C(N2)SC(=N1)C1=C(C=C(C=N1)C1=CC(N(C=C1)C)=O)O)C